ClCCCOC=1C=C(C=CC1OC)C1C(C(N1C1=CC(=C(C(=C1)OC)OC)OC)=O)=C 4-(3-(3-chloropropoxy)-4-methoxyphenyl)-3-methylene-1-(3,4,5-trimethoxyphenyl)azetidin-2-one